C(C(=C)C)(=O)OCCNC(C)(C)C tertiary-butylaminoethyl methacrylate